(5RS)-3-[3-(3-cyclopropyl-2-fluorophenoxy)-6-(1-ethoxyvinyl)pyridazin-4-yl]-5-(2,4-dichlorobenzyl)-5,6-dihydro-4H-1,2,4-oxadiazine C1(CC1)C=1C(=C(OC=2N=NC(=CC2C2=NOC[C@H](N2)CC2=C(C=C(C=C2)Cl)Cl)C(=C)OCC)C=CC1)F |r|